OC(CCS(=O)(=O)O)CC 3-hydroxy-pentanesulfonic acid